OCC1=C(C=CC(=C1)OC)O 2-(hydroxymethyl)-4-methoxyphenol